(3R)-3-(2-(6-oxo-3-azabicyclo[3.1.1]heptane-3-carbonyl)-6-(3-methyl-1H-pyrrolo[2,3-b]pyridin-5-yl)-1,2,3,4-tetrahydroisoquinolin-8-yl)morpholine-4-carboxylic acid tert-butyl ester C(C)(C)(C)OC(=O)N1[C@@H](COCC1)C=1C=C(C=C2CCN(CC12)C(=O)N1CC2C(C(C1)C2)=O)C=2C=C1C(=NC2)NC=C1C